1-(6-((4-(2-cyano-6-(1H-pyrazol-1-yl)pyridin-3-yl)piperazin-1-yl)methyl)-5-fluoropyrimidin-4-yl)-3-ethylurea C(#N)C1=NC(=CC=C1N1CCN(CC1)CC1=C(C(=NC=N1)NC(=O)NCC)F)N1N=CC=C1